CN(CCCN=C=NCC)C 1-(3-dimethylaminopropyl)-N'-ethyl-carbodiimide